6-chloro-1-(3-((2R,3S)-3-hydroxypiperidin-2-yl)propyl)-1H-indole-3-carboxylic acid methyl ester COC(=O)C1=CN(C2=CC(=CC=C12)Cl)CCC[C@H]1NCCC[C@@H]1O